tert-butyl (2R)-6-(benzyloxy)-5-[(2-tert-butoxy-2-oxoethyl)(trifluoroacetyl)amino]-4-fluoro-2-({[(oxan-4-yl)methyl]amino}methyl)-2,3-dihydro-1H-indole-1-carboxylate C(C1=CC=CC=C1)OC1=C(C(=C2C[C@@H](N(C2=C1)C(=O)OC(C)(C)C)CNCC1CCOCC1)F)N(C(C(F)(F)F)=O)CC(=O)OC(C)(C)C